tert-butyl (2R,3S,4R,5S)-2,3,4,5-tetrahydroxy-5-phenylpentanoate O[C@@H](C(=O)OC(C)(C)C)[C@H]([C@@H]([C@H](C1=CC=CC=C1)O)O)O